C1(CC1)C1=NN(C=N1)C1CC2(CN(C2)C(=O)N2CC3(C2)CC(C3)NS(=O)(=O)CC(C)(C)C)C1 N-[2-[6-(3-cyclopropyl-1,2,4-triazol-1-yl)-2-azaspiro[3.3]heptane-2-carbonyl]-2-azaspiro[3.3]heptane-6-yl]-2,2-dimethyl-propane-1-sulfonamide